N1=CC(=CC=C1)CONC(=O)C1=NC(=CN=C1)C=1C=NC(=CC1)OC(F)(F)F N-(pyridin-3-ylmethoxy)-6-(6-(trifluoromethoxy)pyridin-3-yl)pyrazine-2-carboxamide